C(C)(C)(C)OC(=O)N1CC2=CC(=C(C=C2CC1)OS(=O)(=O)C(F)(F)F)C=O 7-formyl-6-(trifluoromethanesulfonyloxy)-1,2,3,4-tetrahydroisoquinoline-2-carboxylic acid tert-butyl ester